(1R,3S)-3-(3-((4-(N-allylsulfamoyl)-2-fluorophenyl)amino)-1-(tert-butyl)-1H-pyrazol-5-yl)cyclopentyl (4-nitrophenyl) carbonate C(O[C@H]1C[C@H](CC1)C1=CC(=NN1C(C)(C)C)NC1=C(C=C(C=C1)S(NCC=C)(=O)=O)F)(OC1=CC=C(C=C1)[N+](=O)[O-])=O